C12CN(CC(CC1)N2)C2=NC(=NC1=C(C(=C(C=C21)Cl)C2=CC(=NC1=CC=CC=C21)N)F)OCC21CCCN1CCC2 4-(4-(3,8-diazabicyclo-[3.2.1]octan-3-yl)-6-chloro-8-fluoro-2-((tetrahydro-1H-pyrrolizin-7a(5H)-yl)meth-oxy)quinazolin-7-yl)quinolin-2-amine